(1R)-1-(5-fluoro-2-hydroxyphenyl)ethan-1-amine FC=1C=CC(=C(C1)[C@@H](C)N)O